CN1C(C=2C=CC(=NC2C=C1)C1=NN(C2=CC=CC=C12)C1OCCCC1)=O 6-methyl-2-(1-(tetrahydro-2H-pyran-2-yl)-1H-indazol-3-yl)-1,6-naphthyridin-5(6H)-one